NC=1C(NC2=CC=C(C=C2C1)Br)=O 3-amino-6-bromoquinolin-2(1H)-one